FC1=CC=C(C=C1)C1=CC(=C(C=C1)NC(OC(C)(C)C)=O)[N+](=O)[O-] tert-butyl N-[4-(4-fluorophenyl)-2-nitro-phenyl]carbamate